C(#N)[C@H](C[C@H]1C(NCCC1)=O)NC(=O)[C@@H]1N([C@H]2CC([C@@H]1CC2)(F)F)C([C@@H](C)NC2=C(C=CC(=C2)F)F)=O (1R,3R,4R)-N-[(1S)-1-cyano-2-[(3S)-2-oxo-3-piperidyl]ethyl]-2-[(2R)-2-(2,5-difluoroanilino)propanoyl]-5,5-difluoro-2-azabicyclo[2.2.2]octane-3-carboxamide